CC=1C(NC=2C=C(C=NC2C1C)CN1[C@@H](CN(CC1)C=1C=CC(=NC1)C(=O)NC)C)=O (R)-5-(4-((7,8-dimethyl-6-oxo-5,6-dihydro-1,5-naphthyridin-3-yl)methyl)-3-methylpiperazin-1-yl)-N-methylpicolinamide